methyl-1,5-pentanedial diacrylate C(C=C)(=O)O.C(C=C)(=O)O.CC(C=O)CCC=O